C(C)(=O)N1[C@H]([C@@H]([C@H](C2=CC(=CC=C12)C(NCC)=O)NC(OCC1=CC=CC=C1)=O)C)C benzyl ((2S,3R,4R)-1-acetyl-6-(ethylcarbamoyl)-2,3-dimethyl-1,2,3,4-tetrahydroquinolin-4-yl)carbamate